N4-hydroxy-1,1-dimethyl-N2-(5,6,7,8-tetrahydroisoquinolin-3-yl)isoindoline-2,4-dicarboxamide ONC(=O)C=1C=2CN(C(C2C=CC1)(C)C)C(=O)NC=1N=CC=2CCCCC2C1